C(C)(C)N(C1=CC2=C(C(=N1)COC(NC)=O)CN(C2=O)C2=NC(=CC=C2)C2=NN=CN2C2=CC=NN2C)C ((6-(isopropyl(methyl)amino)-2-(6-(4-(1-Methyl-1H-pyrazol-5-yl)-4H-1,2,4-triazol-3-yl)pyridin-2-yl)-1-oxo-2,3-Dihydro-1H-pyrrolo[3,4-c]pyridin-4-yl)methyl)(methyl)carbamate